(R)-1-(3-(1-((7-ethynyl-2-methyl-6-(2-(pyridin-3-yloxy)ethoxy)quinazoline-4-yl)amino)ethyl)-2-fluorophenyl)-1,1-difluoro-2-methylpropan-2-ol C(#C)C1=C(C=C2C(=NC(=NC2=C1)C)N[C@H](C)C=1C(=C(C=CC1)C(C(C)(O)C)(F)F)F)OCCOC=1C=NC=CC1